N-Benzothiazolyl-2-Phenyl-Acetamide S1C(=NC2=C1C=CC=C2)NC(CC2=CC=CC=C2)=O